1-(1-(3-(4-(Cyclopropanecarbonyl)piperazine-1-carbonyl)-6-fluoroquinolin-4-yl)-4-phenylpiperidin-4-yl)ethanone C1(CC1)C(=O)N1CCN(CC1)C(=O)C=1C=NC2=CC=C(C=C2C1N1CCC(CC1)(C1=CC=CC=C1)C(C)=O)F